CC1=NOC(=C1C1=CC=C(N)C=C1)C 4-(3,5-dimethylisoxazol-4-yl)aniline